6-fluoro-1-methyl-2-((6-(trifluoromethoxy)benzo[d]oxazol-2-yl)amino)-1H-benzo[d]imidazole-5-carboxylic acid methyl ester COC(=O)C1=CC2=C(N(C(=N2)NC=2OC3=C(N2)C=CC(=C3)OC(F)(F)F)C)C=C1F